6-(2,4-dichlorophenyl)-N-(2-methoxy-6-(piperazin-1-yl)pyridin-3-yl)-9,10-dihydro-8H-pyrido[1,6-a:2,3-d']dipyrimidin-2-amine ClC1=C(C=CC(=C1)Cl)C1=CC2=C(N=C(N=C2)NC=2C(=NC(=CC2)N2CCNCC2)OC)N2C1=NCCC2